2-[(fluorenyl)imino]methyl-4-trimethylsilylphenol C1(=CC=CC=2C3=CC=CC=C3CC12)N=CC1=C(C=CC(=C1)[Si](C)(C)C)O